FC(C1=NN=C(O1)C1=CC(N(C=C1)CC#CC1=CC(=CC=C1)C(F)F)=O)F 4-(5-(difluoromethyl)-1,3,4-oxadiazol-2-yl)-1-(3-(3-(difluoromethyl)phenyl)prop-2-yn-1-yl)pyridin-2(1H)-On